NC1=NC=2C=CC(=CC2C2=C1COC2)C(=O)N([C@@H]2CCC1=CC(=CC=C21)OC(F)(F)F)C 4-amino-N-methyl-N-((1R)-5-(trifluoromethoxy)-2,3-dihydro-1H-inden-1-yl)-1,3-dihydrofuro[3,4-c]quinoline-8-carboxamide